CCCCCCCCCCCCCCCC(=O)NCCO The molecule is an N-(long-chain-acyl)ethanolamine that is the ethanolamide of palmitic (hexadecanoic) acid. It has a role as an anti-inflammatory drug, an antihypertensive agent, a neuroprotective agent and an anticonvulsant. It is a N-(long-chain-acyl)ethanolamine, an endocannabinoid and a N-(saturated fatty acyl)ethanolamine. It derives from a hexadecanoic acid.